FC=1C=CC=2C3=C(NC(C2C1)=O)CSC[C@@H]3NC |r| Racemic-8-fluoro-1-(methylamino)-1,5-dihydro-2H-thiopyrano[3,4-c]isoquinolin-6(4H)-one